O[C@@H]1C[C@@H]2N(C[C@@H](N(C2)C(=O)OC(C)(C)C)CC2=CC=C(C=C2)C(F)(F)F)C1 tert-butyl (3S,7R,8aS)-7-hydroxy-3-(4-(trifluoromethyl)benzyl)hexahydropyrrolo-[1,2-a]pyrazine-2(1H)-carboxylate